ClC=1N=C(C2=C(N1)N(C(=C2)C)S(=O)(=O)C2=CC=C(C)C=C2)NC2CCCCC2 2-chloro-N-cyclohexyl-6-methyl-7-tosyl-7H-pyrrolo[2,3-d]pyrimidin-4-amine